4-([1,4'-bipiperidin]-1'-yl)-3-((4-ethylphenyl)sulfonyl)-6-nitroquinoline N1(CCCCC1)C1CCN(CC1)C1=C(C=NC2=CC=C(C=C12)[N+](=O)[O-])S(=O)(=O)C1=CC=C(C=C1)CC